((2-(((5S,8S,10aR)-3-acetyl-8-((S)-2-benzylpiperidine-1-carbonyl)-6-oxodecahydro-pyrrolo[1,2-a][1,5]diazocin-5-yl)carbamoyl)-1H-indol-5-yl)difluorometh-yl)phosphonic acid C(C)(=O)N1CC[C@@H]2N(C([C@H](C1)NC(=O)C=1NC3=CC=C(C=C3C1)C(F)(F)P(O)(O)=O)=O)[C@@H](CC2)C(=O)N2[C@@H](CCCC2)CC2=CC=CC=C2